N-((4-(hydroxymethyl)-1-(4-(trifluoromethoxy)phenyl)-1H-indazol-3-yl)methyl)acrylamide OCC1=C2C(=NN(C2=CC=C1)C1=CC=C(C=C1)OC(F)(F)F)CNC(C=C)=O